ClC1=CC=C(C=C1)C1=CCC(CC1)(C)C 2-(4-chlorophenyl)-5,5-dimethylcyclohex-1-ene